(4-amino-7-fluoroimidazo[1,5-a]quinoxalin-8-yl)((4aS,9aR)-7-bromo-2,3,9,9a-tetrahydroindeno[2,1-b][1,4]oxazin-4(4aH)-yl)methanone NC=1C=2N(C3=CC(=C(C=C3N1)F)C(=O)N1[C@@H]3[C@H](OCC1)CC=1C=C(C=CC13)Br)C=NC2